ClC=1C=C(C(=NC1)C(C)=O)OC([2H])([2H])[2H] 1-(5-Chloro-3-(methoxy-d3)pyridin-2-yl)ethan-1-one